Cl.NCC1(C(CCC1)O)O 1-(aminomethyl)cyclopentane-1,2-diol hydrochloride